tert-butyl (2-fluoro-4-(1-(methyl(2,2,2-trifluoroethyl)amino)-1-oxopropan-2-yl)-5-nitrophenyl)carbamate FC1=C(C=C(C(=C1)C(C(=O)N(CC(F)(F)F)C)C)[N+](=O)[O-])NC(OC(C)(C)C)=O